C[C@]1(CC2=CC[C@H]3[C@@H]4CCC[C@@H]([C@]4(CC[C@@H]3[C@]2(CC1)C)C)[C@H](C)CC[C@](C(F)(F)F)(C)O)O (2S,4aR,4bS,6aR,7R,10aS,10bS)-2,4a,6a-trimethyl-7-((2R,5S)-6,6,6-trifluoro-5-hydroxy-5-methylhexan-2-yl)-1,2,3,4,4a,4b,5,6,6a,7,8,9,10,10a,10b,11-hexadecahydrochrysen-2-ol